C(C)OC(=O)N(CCCCCC)CC1=C(C(=O)OCC)C=CC=C1 ethyl 2-(((ethoxycarbonyl)(hexyl)amino)methyl)benzoate